OC=1C=C(C=CC1O)C=1OC2=CC=C(C=C2C(C1)=O)C1=CC=C(C=C1)OC 2-(3,4-Dihydroxyphenyl)-6-(4-methoxyphenyl)-4H-chromen-4-one